5-(2-(dimethylamino)ethyl)-4-(trifluoromethyl)pyridin-2(1H)-one HBr Br.CN(CCC=1C(=CC(NC1)=O)C(F)(F)F)C